FC1=C(C=C(OCCOC2=NC=C(C#N)C=C2)C=C1)N1C(=NC=C1)C 6-(2-(4-fluoro-3-(2-methyl-1H-imidazol-1-yl)phenoxy)ethoxy)nicotinonitrile